C1(=CC=CC=C1)C1(CCNCC1)O 4-phenylpiperidin-4-ol